5-bromo-8-cyano-N'-(cyclopropanecarbonyl)-1-(3-fluoro-4-methylbenzyl)-2-oxo-2,3-dihydro-1H-benzo[b]azepine-4-carbohydrazide BrC=1C2=C(N(C(CC1C(=O)NNC(=O)C1CC1)=O)CC1=CC(=C(C=C1)C)F)C=C(C=C2)C#N